FC1=C2CN(C(C2=CC(=C1C1(CCN(CC1)CCN(C(OC(C)(C)C)=O)C)O)F)=O)[C@@H]1C(NC(CC1)=O)=O |r| tert-butyl N-[2-[4-[4,6-difluoro-1-oxo-2-[rac-(3S)-2,6-dioxo-3-piperidyl]isoindolin-5-yl]-4-hydroxy-1-piperidyl]ethyl]-N-methyl-carbamate